CC1=NC=2C(=NC=C(C2)C2=C(C=CC(=N2)C#N)C=2C=NN(C2)CC(C)(C)C)N1C 6-(2,3-dimethyl-3H-imidazo[4,5-b]pyridin-6-yl)-5-[1-(2,2-dimethylpropyl)-1H-pyrazol-4-yl]pyridine-2-carbonitrile